2'-chloro-N-(5-(((1R,4s)-4-((S)-1-hydroxyethyl)cyclohexyl)oxy)-1,3,4-thiadiazol-2-yl)-5'-methoxy-6-methyl-(4,4'-bipyridine)-3-carboxamide ClC1=NC=C(C(=C1)C1=C(C=NC(=C1)C)C(=O)NC=1SC(=NN1)OC1CCC(CC1)[C@@H](C)O)OC